C(C)(=O)C1=CC=C(C=C1)C=1C=2N(C=C(C1)C1=CC(=CC(=C1)OC)OC)C=C(N2)C2=CC=C(C=C2)NC(CN)=O N-(4-(8-(4-acetylphenyl)-6-(3,5-dimethoxyphenyl)imidazo[1,2-a]pyridin-2-yl)phenyl)-2-aminoacetamide